4-[2-(4-benzyloxypyrazolo[3,4-d]pyrimidin-1-yl)-5-fluoro-phenyl]-2-methyl-but-3-yn-2-ol C(C1=CC=CC=C1)OC1=C2C(=NC=N1)N(N=C2)C2=C(C=C(C=C2)F)C#CC(C)(O)C